methyl 5-amino-7-(2-(4-(4-(2-(tert-butoxy)-2-oxoethoxy)phenyl)piperazin-1-yl)ethyl)-9-methyl-2-(pyridin-2-yl)-7H-pyrrolo[3,2-e][1,2,4]triazolo[1,5-c]pyrimidine-8-carboxylate NC1=NC2=C(C=3N1N=C(N3)C3=NC=CC=C3)C(=C(N2CCN2CCN(CC2)C2=CC=C(C=C2)OCC(=O)OC(C)(C)C)C(=O)OC)C